ClC=1C=C(C=CC1F)NC(N(CC=1C=NC=CC1)[C@H](C)C1=CNC(C2=CC=CC=C12)=O)=O (R)-3-(3-chloro-4-fluorophenyl)-1-(1-(1-oxo-1,2-dihydroisoquinolin-4-yl)ethyl)-1-(pyridin-3-ylmethyl)urea